methyl N-[4-carbamoyl-1-[1-(cyanomethyl)-4-(3-fluoro-3-phenyl-azetidin-1-yl)cyclohexyl]pyrazol-3-yl]carbamate C(N)(=O)C=1C(=NN(C1)C1(CCC(CC1)N1CC(C1)(C1=CC=CC=C1)F)CC#N)NC(OC)=O